N-benzyl-2-(4-chlorobenzyl)-8-methyl-4,5-dihydro-2H-furo[2,3-g]indazole-7-carboxamide C(C1=CC=CC=C1)NC(=O)C1=C(C2=C(CCC3=CN(N=C23)CC2=CC=C(C=C2)Cl)O1)C